N-{2-amino-6-[(2-{4-[4-(2-methoxyethoxy)phenyl]piperazin-1-yl}ethyl)(methyl)amino]pyrimidin-4-yl}-1,3-oxazole-2-carbohydrazide NC1=NC(=CC(=N1)N(N)C(=O)C=1OC=CN1)N(C)CCN1CCN(CC1)C1=CC=C(C=C1)OCCOC